2-amino-3-(1,3-thiazol-5-yl)propanoic acid NC(C(=O)O)CC1=CN=CS1